1,8-dilithionaphthalene [Li]C1=CC=CC2=CC=CC(=C12)[Li]